C(C(C)C)SC=1C(=NC=CC1)C#N 3-(Isobutylthio)pyridine-2-carbonitrile